N1CCC(CC1)OC1CCN(CC1)C(=O)OC(C)(C)C tert-butyl [4-(piperidin-4-yloxy)piperidin-1-yl]formate